O1CCC=CCC1 2,3,6,7-tetrahydro-[1H]oxepin